C(CCC)[C@@H]1CS(C2=C(N(C1)C1=CC=C(C=C1)F)C=C(C(=C2)O\C=C(\C(=O)OCC)/F)SC)(=O)=O Ethyl (S)-(Z)-3-((3-butyl-5-(4-fluorophenyl)-7-(methylthio)-1,1-dioxido-2,3,4,5-tetrahydro-1,5-benzothiazepin-8-yl)oxy)-2-fluoroacrylate